di(butoxyethoxyethyl) azelate C(CCCCCCCC(=O)OCCOCCOCCCC)(=O)OCCOCCOCCCC